tert-butyl 2-bromo-2-(4-cyano-3-fluoro-5-isopropyl-2-methoxyphenyl)acetate BrC(C(=O)OC(C)(C)C)C1=C(C(=C(C(=C1)C(C)C)C#N)F)OC